4-{4-[(3R)-3-methylmorpholin-4-yl]-6-[1-(methylsulfonyl)cyclopropyl]pyrimidin-2-yl}1H-indole C[C@H]1N(CCOC1)C1=NC(=NC(=C1)C1(CC1)S(=O)(=O)C)C1=C2C=CNC2=CC=C1